tert-butyl 5-[7-fluoro-4-methyl-6-[[4-methyl-6-(methylamino)pyrimidin-2-yl]amino]chroman-8-yl]-2,3,4,7-tetrahydroazepine-1-carboxylate FC1=C(C=C2C(CCOC2=C1C=1CCCN(CC1)C(=O)OC(C)(C)C)C)NC1=NC(=CC(=N1)C)NC